rac-(8-fluoro-7-methyl-1,4-dioxaspiro[4.5]dec-8-en-7-yl)methanol FC=1[C@@](CC2(OCCO2)CC1)(C)CO |r|